4-chloro-5-(3-fluoro-5-methylphenyl)-N-methyl-3-nitropyridin-2-amine ClC1=C(C(=NC=C1C1=CC(=CC(=C1)C)F)NC)[N+](=O)[O-]